methyl 4-((23S,26S)-1-azido-26-(4-((diphenyl(p-tolyl)methyl)amino)butyl)-23-isopropyl-21,24-dioxo-3,6,9,12,15,18-hexaoxa-22,25-diazaheptacosan-27-amido)benzoate N(=[N+]=[N-])CCOCCOCCOCCOCCOCCOCCC(N[C@H](C(N[C@H](C(=O)NC1=CC=C(C(=O)OC)C=C1)CCCCNC(C1=CC=C(C=C1)C)(C1=CC=CC=C1)C1=CC=CC=C1)=O)C(C)C)=O